4-[3-fluoro-5-methoxy-4-(4-piperidinylmethyl)phenyl]-2-methyl-2,7-naphthyridin-1-one hydrochloride Cl.FC=1C=C(C=C(C1CC1CCNCC1)OC)C1=CN(C(C2=CN=CC=C12)=O)C